C(C1=CC=CC=C1)N1C=CC2=CC=C(C=C12)C1=NNC(=C1)NC(C1=CC=C(C=C1)OCCCN1CCOCC1)=O N-(3-(1-benzyl-1H-indol-6-yl)-1H-pyrazol-5-yl)-4-(3-morpholinopropoxy)benzamide